C(CCCCCCCC)OC[C@@H](OCCCCCCCCC)CO 1,2-dinonyl-sn-glycerol